COC=C1CCC2(OCCO2)CC1 8-(Methoxymethylene)-1,4-dioxaspiro[4.5]decane